C[Si](C)(C)CCOCCl 2-chloromethyl 2-(trimethylsilyl)ethyl ether